1-[(2-methoxyphenyl)methyl]-3-methyl-N-(1-methylcyclopropyl)-2-oxo-benzimidazole-5-sulfonamide COC1=C(C=CC=C1)CN1C(N(C2=C1C=CC(=C2)S(=O)(=O)NC2(CC2)C)C)=O